(5-fluoro-pyrimidin-2-yl)-amine FC=1C=NC(=NC1)N